COC1=CCN(C=C1)C 4-methoxy-1-methylpyridin